2-(4-(1-(3-((4-butoxyphenyl)sulfonyl)-6-(methylthio)quinolin-4-yl)piperidin-4-yl)piperazin-1-yl)ethan-1-ol C(CCC)OC1=CC=C(C=C1)S(=O)(=O)C=1C=NC2=CC=C(C=C2C1N1CCC(CC1)N1CCN(CC1)CCO)SC